C(CCCCCCC\C=C/C\C=C/CCCCC)C1(OCCC(O1)CCCO)CCCCCCCC\C=C/C\C=C/CCCCC 2,2-dilinoleyl-4-(3-hydroxypropyl)-[1,3]-dioxane